(1S,2S)-2-((2-chlorobenzyl)amino)cyclohexan-1-ol ClC1=C(CN[C@@H]2[C@H](CCCC2)O)C=CC=C1